tin niobium oxide [O-2].[Nb+5].[Sn+4]